CC1=NC=NC(=C1B(O)O)C 4,6-dimethylpyrimidin-5-ylboronic acid